1-(5-(6-chloro-3-(1H-imidazol-1-yl)-5-methoxy-1-methyl-1H-pyrrolo[3,2-b]pyridin-2-yl)-4H-1,2,4-triazol-3-yl)-N,N-dimethylamine ClC=1C=C2C(=NC1OC)C(=C(N2C)C=2NC(=NN2)CNC)N2C=NC=C2